C(#N)C1=C(C(=CC=C1)C)B(O)O 2-cyano-6-methyl-phenylboronic acid